N-(6-ethynylpyridin-3-yl)azetidin-3-carboxamide C(#C)C1=CC=C(C=N1)NC(=O)C1CNC1